C(C)(C)(C)N1CC(CC1)C 1-(tert-butyl)3-methyl-pyrrolidine